C(C1=CC=CC=C1)N1CCC2=C(CC1)C=C(C(=C2)F)F N-benzyl-7,8-difluoro-2,3,4,5-tetrahydro-1H-Benzo[d]azepine